N[C@@H]1C2=CC=CC=C2CC12CCN(CC2)C=2NC(C1=C(N2)NN=C1C1=CNS(C2=C1C=CC=C2)(=O)=O)=O (S)-6-(1-amino-1,3-dihydrospiro[indene-2,4'-piperidine]-1'-yl)-3-(1,1-dioxo-2H-benzo[e][1,2]thiazin-4-yl)-1,5-dihydro-4H-pyrazolo[3,4-d]pyrimidin-4-one